C(C1=CC=CC=C1)OC=1C=C2CCC(=C(C2=CC1)C=1C=CC(=NC1)N1CCC(CC1)C(OC)OC)Br 5-(6-(benzyloxy)-2-bromo-3,4-dihydronaphthalen-1-yl)-2-(4-(dimethoxymethyl)piperidin-1-yl)pyridine